4-(Chloromethyl)-1-methyl-1H-pyrazole hydrochloride Cl.ClCC=1C=NN(C1)C